C12(C(CC(CC1)C2)CO)CO norbornandimethanol